F[C@@H]1[C@@H](C1)C(=O)NC=1N=C2N(C=C(C=C2)C2=C(C=C(C(=C2)O)F)C)C1 (1s,2s)-2-fluoro-N-(6-(4-fluoro-5-hydroxy-2-methylphenyl)imidazo[1,2-a]pyridin-2-yl)cyclopropane-1-carboxamide